(4-chloro-2-fluorophenyl)ethane-1,2-diol ClC1=CC(=C(C=C1)C(CO)O)F